O1CCOC2=C1C=CC=C2 1,4-Benzo-dioxan